3-(azetidin-1-yl-(4-methyl-4H-1,2,4-triazol-3-yl)methyl)aniline N1(CCC1)C(C=1C=C(N)C=CC1)C1=NN=CN1C